N1=NC=CC=2[Se]C3=C(C21)C=CC=C3 di-azadibenzoselenophene